3-chloro-7-ethyl-7H-pyrrolo[2,3-c]Pyridazine ClC1=CC2=C(N=N1)N(C=C2)CC